N[C@@H](CO)C=1C=C(C=CC1)C1=CC(=CC(=C1)N1CC2(C1)CCCC2)COC2=C(C=CC=C2)CC(=O)O (R)-2-(2-((3'-(1-amino-2-hydroxyethyl)-5-(2-azaspiro[3.4]octan-2-yl)-[1,1'-biphenyl]-3-yl)methoxy)phenyl)acetic acid